FC(C1=CC=C(C=C1)C1CCN(CC1)C(=O)C1=CC=C(C=C1)C1COC1)(F)F 3-(4-(4-(4-(trifluoromethyl)phenyl)piperidine-1-carbonyl)phenyl)oxetan